N-((3-methyl-1,2,3,5,6,7-hexahydrodicyclopenta[b,e]pyridin-8-yl)carbamoyl)ethene-1-sulfonimidamide CC1CCC=2C1=NC1=C(C2NC(=O)NS(=O)(=N)C=C)CCC1